C[N+]1(CCC2=CC(=C(C=C2C1CC3=CC(=C(C=C3)OC)OC)OC)OC)CCC(=O)OCCCCCOC(=O)CC[N+]4(CCC5=CC(=C(C=C5C4CC6=CC(=C(C=C6)OC)OC)OC)OC)C.C1=CC=C(C=C1)S(=O)(=O)[O-].C1=CC=C(C=C1)S(=O)(=O)[O-] The molecule is the bisbenzenesulfonate salt of atracurium. It has a role as a nicotinic antagonist and a muscle relaxant. It is a quaternary ammonium salt and an organosulfonate salt. It contains an atracurium.